(±)-tetrahydrofurfuryl-amine C([C@H]1CCCO1)N |r|